butyl 4-ethyl 3-oxoazepane-1,4-dicarboxylate O=C1CN(CCCC1C(=O)OCC)C(=O)OCCCC